7-fluoro-1,4,4-trimethyl-8-(3-methyl-1H-indol-7-yl)-9-(trifluoromethyl)-4,5-dihydro-[1,2,4]triazolo[4,3-a]quinoxaline FC=1C=C2NC(C=3N(C2=C(C1C=1C=CC=C2C(=CNC12)C)C(F)(F)F)C(=NN3)C)(C)C